NC=1N=NC(=CC1OCCC1=CC=C(C=C1)CNC(CCCCNC1=C2C(N(C(C2=CC=C1)=O)C1C(NC(CC1)=O)=O)=O)=O)C1=C(C=CC=C1)O N-[[4-(2-[[3-amino-6-(2-hydroxyphenyl)pyridazin-4-yl]oxy]ethyl)phenyl]methyl]-5-[[2-(2,6-dioxopiperidin-3-yl)-1,3-dioxoisoindol-4-yl]amino]pentanamide